C(CCCCCCCCCCCCCCC)(=O)OCC(COC(CCCCCCCCCCCCCCC)=O)OC(C(CC(=O)O)C)=O 2-methylsuccinic acid 1-(1,3-bis(palmitoyloxy) propan-2-yl) ester